α-methyl-L-glutamic acid C[C@](N)(CCC(=O)O)C(=O)O